N-(2,2-dicyclopropyl-1-(5-((2-oxo-4-(trifluoromethyl)imidazolidin-1-yl)methyl)benzo[d]oxazol-2-yl)ethyl)-1-phenyl-cyclopropane-1-carboxamide C1(CC1)C(C(C=1OC2=C(N1)C=C(C=C2)CN2C(NC(C2)C(F)(F)F)=O)NC(=O)C2(CC2)C2=CC=CC=C2)C2CC2